COCCOC(C(=C)C)=O methacrylic acid (2-methoxyethyl) ester